ClC1=C(C=C2C(C(=CN(C2=N1)C1=NC=NS1)C(=O)[O-])=O)F 7-chloro-6-fluoro-4-oxo-1-(1,2,4-thiadiazol-5-yl)-1,4-dihydro-1,8-naphthyridine-3-carboxylate